CC1N(CCC12NC(C(NC2=O)C2=CC=CC=C2)=O)C#N methyl-7,10-dioxo-8-phenyl-2,6,9-triazaspiro[4.5]decane-2-carbonitrile